methyl (1r,4r)-4-{[(1S)-1-(4-{[1-(3-cyanophenyl)-5-[(1S)-1-methoxyethyl]-1H-pyrazol-4-yl]amino}phenyl)-2,2,2-trifluoroethyl](methyl)carbamoyl}cyclohexane-1-carboxylate C(#N)C=1C=C(C=CC1)N1N=CC(=C1[C@H](C)OC)NC1=CC=C(C=C1)[C@@H](C(F)(F)F)N(C(=O)C1CCC(CC1)C(=O)OC)C